4-amino-2-methoxy-benzonitrile NC1=CC(=C(C#N)C=C1)OC